BrC=1C=C(C(=NC1)N1N=NC=C1)C(F)F 5-bromo-3-(difluoromethyl)-2-(1H-1,2,3-triazol-1-yl)pyridine